OC1=CC=C(C=C1)C=CC(=O)C1=CC=C(C=C1)NS(=O)(=O)C1=CC(=CC=C1)[N+](=O)[O-] N-[4-[3-(4-Hydroxyphenyl)prop-2-enoyl]phenyl]-3-nitrobenzenesulfonamide